CC1(CCC(CC1)C1=CC=C(C=C1)O)C(=O)OC1CCC2(OCCO2)CC1 1,4-dioxaspiro[4.5]decan-8-ol Methyl-4-(4-hydroxyphenyl)cyclohexane-1-carboxylate